1-[(3S)-3-methyl-4-{4-[(3-methyl-4-{[1,2,4]triazolo[1,5-a]pyridin-7-yloxy}phenyl)amino]pyrido[3,2-d]pyrimidin-6-yl}piperazin-1-yl]prop-2-en-1-one C[C@H]1CN(CCN1C=1C=CC=2N=CN=C(C2N1)NC1=CC(=C(C=C1)OC1=CC=2N(C=C1)N=CN2)C)C(C=C)=O